FC1=C(C(=C(C(=C1[B-](C1=C(C(=C(C(=C1F)F)F)F)F)(C1=C(C(=C(C(=C1F)F)F)F)F)C1=C(C(=C(C(=C1F)F)F)F)F)F)F)F)F.C1(=CC=CC=C1)[S+](C1=CC=C(C=C1)SC1=CC=CC=C1)C1=CC=CC=C1 Diphenyl-4-thiophenoxyphenylsulfonium tetrakis(pentafluorophenyl)borate